[Mo]=[Te].[C] carbon molybdenum telluride